C(C)C=1C(C2=CC=CC=C2C(C1CC1=NC=C(C(=C1)C(F)(F)F)C)=O)=O ethyl-3-((5-methyl-4-(trifluoromethyl)pyridin-2-yl)methyl)naphthalene-1,4-dione